6,12-dibromo-2-(4-bromobutyl)-9-oxa-2,4,14-triazatricyclo[8.4.0.0^{3,8}]tetradeca-1(10),3(8),4,6,11,13-hexaene BrC=1C=NC=2N(C=3N=CC(=CC3OC2C1)Br)CCCCBr